benzylidene(1,3-bis(2,4,6-trimethylphenyl)imidazolidin-2-yl)(tricyclohexylphosphine) ruthenium dichloride [Ru](Cl)Cl.C(C1=CC=CC=C1)=C1C(CCCC1)(P(C1CCCCC1)C1CCCCC1)C1N(CCN1C1=C(C=C(C=C1C)C)C)C1=C(C=C(C=C1C)C)C